(2R,5S)-tert-butyl 4-(11-chloro-6-oxo-10-(trifluoromethyl)-4,6-dihydro-2H-spiro[[1,4]thiazepino[2,3,4-ij]quinazoline-3,3'-oxetan]-8-yl)-2,5-dimethylpiperazine-1-carboxylate ClC1=C(C=C2C(=NC(N3C2=C1SCC1(COC1)C3)=O)N3C[C@H](N(C[C@@H]3C)C(=O)OC(C)(C)C)C)C(F)(F)F